C(C)N1N=C(C=C1C(=O)N[C@H]1C[C@H](CCC1)NC1=CC(=NC2=CC=C(C=C12)F)C(F)(F)F)C 1-ethyl-N-[(1R,3S)-3-{[6-fluoro-2-(trifluoromethyl)quinolin-4-yl]amino}cyclohexyl]-3-methyl-1H-pyrazole-5-carboxamide